N-benzyl-picolinium bromide [Br-].C(C1=CC=CC=C1)[N+]1=C(C=CC=C1)C